ClC=1C=NC=C(C1[C@@H](C)OC1=CC=C2C(=N1)C(=NN2)I)Cl (R)-5-(1-(3,5-dichloropyridin-4-yl)ethoxy)-3-iodo-1H-pyrazolo[4,3-b]pyridine